C1(CC1)C1=NN(C(=C1C(F)(F)F)C(=O)NC1=CC(=NC=C1)SC)CC12CC(C1)(C2)C(F)(F)F 3-cyclopropyl-N-(2-(methylthio)pyridin-4-yl)-4-(trifluoromethyl)-1-((3-(trifluoromethyl)bicyclo[1.1.1]pentan-1-yl)methyl)-1H-pyrazole-5-carboxamide